4-cyclohexyl-diethylamine C1CCC(CC1)N(CC)CC